F[C@H]1CN(CC[C@H]1OS(=O)(=O)C(F)(F)F)C(=O)OC(C)(C)C tert-butyl (3S,4R)-3-fluoro-4-(((trifluoromethyl)sulfonyl)oxy)piperidine-1-carboxylate